(4-bromophenyl)bis(benzothiophene-2-yl)phosphorus oxide BrC1=CC=C(C=C1)P(C=1SC2=C(C1)C=CC=C2)(C=2SC1=C(C2)C=CC=C1)=O